NC=1C(=NC(=C(N1)C1=CC=C(C=C1)F)C1=CN(C(C=C1)=O)C)CNC(C1=NC=CC=C1OC(F)F)=O N-((3-amino-5-(4-fluorophenyl)-6-(1-methyl-6-oxo-1,6-dihydropyridin-3-yl)pyrazin-2-yl)methyl)-3-(difluoromethoxy)picolinamide